(S)-2-(1-((2-(3,5-dichloro-phenyl)-6-((2-(3-methyl-piperazin-1-yl)pyrimidin-5-yl)oxy)pyridin-4-yl)methyl)piperidin-4-yl)acetic acid ClC=1C=C(C=C(C1)Cl)C1=NC(=CC(=C1)CN1CCC(CC1)CC(=O)O)OC=1C=NC(=NC1)N1C[C@@H](NCC1)C